(3R)-3-fluoropyrrolidin F[C@H]1CNCC1